3-(4-(aminomethyl)phenyl)-6-((1-(2-fluoro-4-(isoxazol-3-yl)benzyl)-4-hydroxypiperidin-4-yl)methyl)-2-methyl-2,6-dihydro-7H-pyrazolo[4,3-d]pyrimidin-7-one dihydrochloride Cl.Cl.NCC1=CC=C(C=C1)C=1N(N=C2C1N=CN(C2=O)CC2(CCN(CC2)CC2=C(C=C(C=C2)C2=NOC=C2)F)O)C